C(#N)N1C[C@H](CC1)C(=O)NC=1SC=2CN(CCC2N1)C(=O)OC methyl (S)-2-(1-cyanopyrrolidine-3-carboxamido)-6,7-dihydrothiazolo[5,4-c]pyridine-5(4H)-carboxylate